benzyl 4-[2-[3-(3,8-diazabicyclo[3.2.1]octan-8-yl)phenoxy]ethyl]piperazine-1-carboxylate C12CNCC(CC1)N2C=2C=C(OCCN1CCN(CC1)C(=O)OCC1=CC=CC=C1)C=CC2